C1(CC1)N1C[C@@H](OCC1)CNC1=C(C=C(C=C1)S(=O)(=O)NC(C1=C(C=CC=C1)OC=1C=C2C(=NC1)NC=C2)=O)[N+](=O)[O-] N-{[4-({[(2S)-4-cyclopropylmorpholin-2-yl]methyl}amino)-3-nitrophenyl]sulfonyl}-2-(1H-pyrrolo[2,3-b]pyridin-5-yloxy)benzamide